ClC=1C=CC=C2C=CC=C(C12)C1=CN=C2C(=CC(=NC2=C1)OC[C@H]1N(CCC1)C)N1C[C@@H](N(CC1)C(=O)OC(C)(C)C)CC#N tert-Butyl (S)-4-(7-(8-chloronaphthalen-1-yl)-2-(((S)-1-methylpyrrolidin-2-yl)methoxy)-1,5-naphthyridin-4-yl)-2-(cyanomethyl)piperazine-1-carboxylate